O1C(=CC=C1C=O)C=O Furan-2,5-dicarbaldehyd